ClC1=CC(=C(N)C=C1)F 4-chloro-2-fluoroaniline